tert-butyl 4-[2-fluoro-4-[3-[(4-methoxyphenyl)methyl]-2,4-dioxo-hexahydropyrimidin-1-yl]phenyl]piperidine-1-carboxylate FC1=C(C=CC(=C1)N1C(N(C(CC1)=O)CC1=CC=C(C=C1)OC)=O)C1CCN(CC1)C(=O)OC(C)(C)C